C1(CCCC1)C1=C(C(=O)N)C=CC=C1C(C1=C(C=CC=C1)O)N1CCN(CC1)C1=C(C(=CC=C1)Cl)Cl cyclopentyl-3-((4-(2,3-dichlorophenyl)piperazin-1-yl)(2-hydroxyphenyl)methyl)benzamide